(14S)-17-(4-Bromopyridin-2-yl)-8-tert-butyl-12,12-dimethyl-2λ6-thia-3,9,11,18,23-pentaazatetracyclo[17.3.1.111,14.05,10]tetracosa-1(22),5(10),6,8,19(23),20-hexaene-2,2,4-trione BrC1=CC(=NC=C1)C1CC[C@H]2CC(N(C=3N=C(C=CC3C(NS(C3=CC=CC(N1)=N3)(=O)=O)=O)C(C)(C)C)C2)(C)C